N1=CN=CC(=C1)C1=CC=2N(C=C1)N=CC2C2CCC1(CNC1)CC2 7-(5-(pyrimidine-5-yl)-pyrazolo[1,5-a]pyridin-3-yl)-2-azaspiro[3.5]nonane